4,6-dichlorocinnoline ClC1=CN=NC2=CC=C(C=C12)Cl